5-chloro-N4-(4-fluoro-1-(methylsulfonyl)indolin-7-yl)-N2-(2-methoxy-4-(4-(4-methylpiperazin-1-yl)piperidin-1-yl)phenyl)pyrimidine-2,4-diamine ClC=1C(=NC(=NC1)NC1=C(C=C(C=C1)N1CCC(CC1)N1CCN(CC1)C)OC)NC=1C=CC(=C2CCN(C12)S(=O)(=O)C)F